6,7-dichloro-N-[(2,2-dimethyl-1,3-dioxan-5-yl)methyl]-3-(1H-pyrazol-4-yl)-1H-indol-4-amine ClC=1C=C(C=2C(=CNC2C1Cl)C=1C=NNC1)NCC1COC(OC1)(C)C